C(C)(C)(C)OC(=O)N1[C@H](CN(CC1)C=1N=NC(=CC1)NC(=O)C=1C(=CC=2N(C1)C=C(N2)C)OC2COCC2)C (2S)-2-methyl-4-(6-(2-methyl-7-((tetrahydrofuran-3-yl)oxy)imidazo[1,2-a]pyridine-6-carboxamido)pyridazin-3-yl)piperazine-1-carboxylic acid tert-butyl ester